4-(6-bromohexyloxy)-4'-hydroxyethoxybiphenyl BrCCCCCCOC1=CC=C(C=C1)C1=CC=C(C=C1)OCCO